rel-(2S,3R,4R,5S)-N-(6-((R*)-1,2-dihydroxyethyl)pyridin-3-yl)-3-(2-ethoxy-4-fluoro-3-methylphenyl)-4,5-dimethyl-5-(trifluoromethyl)tetrahydrofuran-2-carboxamide O[C@@H](CO)C1=CC=C(C=N1)NC(=O)[C@H]1O[C@@]([C@@H]([C@@H]1C1=C(C(=C(C=C1)F)C)OCC)C)(C(F)(F)F)C |o1:1,13,15,16,17|